CC1(CN(C2=CC=C(C=C12)C)C(C(C)(C)C)=O)CCN(C(C)=O)C N-(2-(3,5-dimethyl-1-pivaloylindolin-3-yl)ethyl)-N-methylacetamide